(7R)-4-{[5-(5-fluoro-2-methoxypyridin-4-yl)-1H-pyrazol-3-yl]carbonyl}-N-[(1R,4R)-4-hydroxy-4-(trifluoromethyl)cyclohexyl]-4-azaspiro[2.5]octane-7-carboxamide FC=1C(=CC(=NC1)OC)C1=CC(=NN1)C(=O)N1C2(CC2)C[C@@H](CC1)C(=O)NC1CCC(CC1)(C(F)(F)F)O